[N+](=O)([O-])C=1C=CC2=C(C(=N[C@H](C=3N2C(=NN3)SC)CCC(=O)OC)C3=C(C=CC=C3)F)C1 methyl (S)-3-(8-nitro-6-(2-fluorophenyl)-1-(methylthio)-4H-benzo[f][1,2,4]triazolo[4,3-a][1,4]diazepin-4-yl)propionate